FC1(C2CCN(CC12)C1=CC(=NC=N1)C1=CN=C2N1N=C(C=C2)C(F)F)F 3-(6-(7,7-Difluoro-3-azabicyclo[4.1.0]heptan-3-yl)pyrimidin-4-yl)-6-(difluoromethyl)imidazo[1,2-b]pyridazine